N-(4-aminobutyl)-3-phenyl-prop-2-enamide NCCCCNC(C=CC1=CC=CC=C1)=O